trans-tert-Butoxycarbonyl-4-[2-[4-(2,3-dichlorophenyl)-1-piperazinyl]-ethyl]-cyclohexylamine C(C)(C)(C)OC(=O)N[C@@H]1CC[C@H](CC1)CCN1CCN(CC1)C1=C(C(=CC=C1)Cl)Cl